2-hydroxy-5-methoxybenzaldehyde OC1=C(C=O)C=C(C=C1)OC